S(N)(=O)(=O)C(C)C1=CC=C(C(=O)O)C=C1 4-(1-sulfamoylethyl)benzoic acid